(2S,5R)-6-(benzyloxy)-N-(methylsulfonyl)-7-oxo-1,6-diazabicyclo[3.2.1]octane-2-carboximidamide C(C1=CC=CC=C1)ON1[C@@H]2CC[C@H](N(C1=O)C2)C(NS(=O)(=O)C)=N